N1(CCCC1)C(=O)[O-] pyrrolidine-N-formate